6-aminohexyl-uridine NCCCCCC[C@@]1([C@H](O)[C@H](O)[C@@H](CO)O1)N1C(=O)NC(=O)C=C1